4-(trifluoromethoxy)benzamide-2,6-d2 methyl-3-[bis(tert-butoxycarbonyl)amino]-6-bromo-5-(trifluoromethyl)pyridine-2-carboxylate COC(=O)C1=NC(=C(C=C1N(C(=O)OC(C)(C)C)C(=O)OC(C)(C)C)C(F)(F)F)Br.FC(OC=1C=C(C(C(=O)N)=C(C1)[2H])[2H])(F)F